C(C)(C)(C)OC(N(C)C[C@H](C)OC=1N(N=CC1C=1C=C2C(=NN(C2=CC1)C1OCCCC1)C#C)C)=O N-[(2S)-2-[4-(3-ethynyl-1-tetrahydropyran-2-yl-indazol-5-yl)-2-methyl-pyrazol-3-yl]oxypropyl]-N-methyl-carbamic acid tert-butyl ester